6-{[5-methyl-3-(6-methylpyridin-3-yl)-1,2-oxazol-4-yl]methoxy}-2-(pyridine-3-carbonyl)-1,2,3,4-tetrahydro-2,7-naphthyridine CC1=C(C(=NO1)C=1C=NC(=CC1)C)COC=1C=C2CCN(CC2=CN1)C(=O)C=1C=NC=CC1